FS(C1=CC=C(OC2=NC=CC=C2C2=CC=C3C=CC=NC3=N2)C=C1)(F)(F)(F)F 7-(2-(4-(Pentafluoro-λ6-sulfaneyl)phenoxy)pyridin-3-yl)-1,8-naphthyridin